6-bromo-N-[5-(2-cyanoethyl)-4,6-dimethoxy-pyrimidin-2-yl]-7-fluoro-1H-indole-3-sulfonic acid amide BrC1=CC=C2C(=CNC2=C1F)S(=O)(=O)NC1=NC(=C(C(=N1)OC)CCC#N)OC